ClS(=O)(=O)CC1CN(CCO1)C(=O)OCC1=CC=CC=C1 Benzyl 2-((chlorosulfonyl)methyl)morpholine-4-carboxylate